1-(tert-butoxycarbonyl)-7-(4-fluorobenzyl)-2,3-dihydro-1H-pyrido[2,3-b][1,4]oxazine-6-carboxylic acid C(C)(C)(C)OC(=O)N1C2=C(OCC1)N=C(C(=C2)CC2=CC=C(C=C2)F)C(=O)O